4-(3-isopropyl-2-(8-methoxy-[1,2,4]triazolo[1,5-a]pyridin-6-yl)-1H-indol-5-yl)-N-methylcyclohexylamine C(C)(C)C1=C(NC2=CC=C(C=C12)C1CCC(CC1)NC)C=1C=C(C=2N(C1)N=CN2)OC